O1-benzyl O4-tert-butyl (2S)-2-(hydroxymethyl)piperazine-1,4-dicarboxylate OC[C@H]1N(CCN(C1)C(=O)OC(C)(C)C)C(=O)OCC1=CC=CC=C1